C(C)(C)(C)OC(=O)N1C[C@@H](N(CC1)C=1C2=C(N(C(N1)=O)C=1C(=NC=CC1C)C(C)C)N=C(C(=C2)Cl)Cl)C (S)-4-(6,7-dichloro-1-(2-isopropyl-4-methyl-pyridine-3-yl)-2-oxo-1,2-dihydropyrido[2,3-d]pyrimidine-4-yl)-3-methylpiperazine-1-carboxylic acid tert-butyl ester